C1(CC1)C1=CC(=CC(=N1)N1C=NC=2C=C(NC2C1=O)CN1CC(C1)OC)C1=C(C=C(C=C1)F)C=1N(C=C(N1)C#N)C 2-[2-(6-cyclopropyl-2-{2-[(3-methoxy-1-azetidinyl)methyl]-7-oxo-1,6-dihydro-1,4,6-triaza-6-indenyl}-4-pyridyl)-5-fluorophenyl]-1-methyl-4-imidazolecarbonitrile